Beta-pinen C12C(CCC(C1(C)C)C2)=C